1,4-dibutoxynaphthalene C(CCC)OC1=CC=C(C2=CC=CC=C12)OCCCC